3-fluoro-1H-inden FC1=CCC2=CC=CC=C12